ClC1=C(C=CC=2C3=C(N(C12)CC#N)CCN(C3)C(=O)C3=NC=C(C=N3)OC)Cl 2-(6,7-dichloro-2-(5-methoxypyrimidine-2-carbonyl)-1,2,3,4-tetrahydro-5H-pyrido[4,3-b]indol-5-yl)acetonitrile